2-(2-((5-(1-aminoisoquinolin-7-yl)-1'-(isobutoxycarbonyl)-2,3-dihydrospiro[indene-1,4'-piperidin]-3-yl)oxy)phenyl)acetic acid NC1=NC=CC2=CC=C(C=C12)C=1C=C2C(CC3(CCN(CC3)C(=O)OCC(C)C)C2=CC1)OC1=C(C=CC=C1)CC(=O)O